2E-Nonenoic acid CCCCCC/C=C/C(=O)O